(R*)-4-(1-(3-Amino-6-(2-hydroxyphenyl)pyridazin-4-yl)-5,5-difluoropiperidin-3-yl)benzoic acid NC=1N=NC(=CC1N1C[C@H](CC(C1)(F)F)C1=CC=C(C(=O)O)C=C1)C1=C(C=CC=C1)O |o1:9|